(R)-2'-(6-(2-(5-fluoro-2-hydroxypyridin-3-yl)pyrrolidin-1-yl)imidazo[1,2-b]pyridazin-3-yl)-[4,4'-bipyridin]-3-ol FC=1C=C(C(=NC1)O)[C@@H]1N(CCC1)C=1C=CC=2N(N1)C(=CN2)C2=NC=CC(=C2)C2=C(C=NC=C2)O